2-(2-fluoro-4-(2-((5-methyl-4,5,6,7-tetrahydrothiazolo[4,5-c]pyridin-2-yl)amino)-2-oxoethyl)phenoxy)pyridine-3-carboxamide FC1=C(OC2=NC=CC=C2C(=O)N)C=CC(=C1)CC(=O)NC=1SC2=C(CN(CC2)C)N1